OCCCN(CCCN(CC(=O)[O-])CC(=O)OCCCCCCCCCCCCCCCCCCCCCCC)CC(OCCCCCCCCCCCCC)=C=O Tricosyl 2,2'-((3-((3-hydroxypropyl)(2-carbonyl-2-(tridecyloxy)ethyl)amino)propyl)azanediyl)diacetate